(R,E)-N-(1-(3,6-dimethyl-2-(5-methylpyrimidin-2-yl)-4-oxo-3,4-dihydroquinazolin-8-yl)ethylidene)-2-methylpropane-2-sulfinamide CN1C(=NC2=C(C=C(C=C2C1=O)C)\C(\C)=N\[S@](=O)C(C)(C)C)C1=NC=C(C=N1)C